NC1=NC=NN2C1=C(C=C2C=2C=CC(=C(C(=O)N[C@@H]1CN(C[C@@H]1F)C(=O)C1(CC1)F)C2)OCC)C(F)(F)F 5-[4-amino-5-(trifluoromethyl)pyrrolo[2,1-f][1,2,4]triazin-7-yl]-2-ethoxy-N-[(3R,4S)-4-fluoro-1-(1-fluorocyclopropanecarbonyl)pyrrolidin-3-yl]benzamide